6-{3-azabicyclo[3.1.0]hex-3-yl}-2-fluoro-3-(hydroxymethyl)benzonitrile C12CN(CC2C1)C1=CC=C(C(=C1C#N)F)CO